(E)-N-(4-(4-fluorostyryl)-7-(4-methylpiperazin-1-yl)-5,8-dioxo-5,8-dihydroquinolin-6-yl)4-(4-methylpiperazin-1-yl)butanamide FC1=CC=C(/C=C/C2=CC=NC=3C(C(=C(C(C23)=O)NC(CCCN2CCN(CC2)C)=O)N2CCN(CC2)C)=O)C=C1